sodium (methylthio) sulfate S(=O)(=O)(OSC)[O-].[Na+]